5-(3-Fluoro-4-((4-(trifluoromethyl)pyrimidin-2-yl)oxy)phenyl)-6-iodo-7-methyl-7H-pyrrolo[2,3-d]pyrimidin-4-amine FC=1C=C(C=CC1OC1=NC=CC(=N1)C(F)(F)F)C1=C(N(C=2N=CN=C(C21)N)C)I